OC[C@H]1N(C[C@H](C1)OC1=CC=C(C=C1)OC(F)(F)F)C(=O)OCC1=CC=CC=C1 benzyl (2S,4S)-2-(hydroxymethyl)-4-(4-(trifluoromethoxy) phenoxy)pyrrolidine-1-carboxylate